(7R,8S)-8-hydroxy-7-((R)-5H-imidazo[5,1-a]isoindol-5-yl)-5,6,7,8-tetrahydronaphthalene-2-carboxamide O[C@H]1[C@H](CCC=2C=CC(=CC12)C(=O)N)[C@H]1N2C(C3=CC=CC=C13)=CN=C2